7-chloro-4-(3-fluoroazetidin-1-yl)-1-isopropyl-2,6-naphthyridine ClC1=NC=C2C(=CN=C(C2=C1)C(C)C)N1CC(C1)F